4-(2-phenoxypropionyl)thiomethyl-1,8-bis(2-phenoxypropionyl)thio-3,6-dithiaoctane O(C1=CC=CC=C1)C(C(=O)SCC(SCCSC(C(C)OC1=CC=CC=C1)=O)CSCCSC(C(C)OC1=CC=CC=C1)=O)C